C(C)(C)(C)C1=NN=C(O1)C(=O)N[C@@H]1C2=C(CN(CC1)[C@@H]1COCC1)C=C(C=C2)C2=NC(=NC=C2)NC=2C=NN(C2)CC |o1:19| 5-(tert-butyl)-N-((S)-8-(2-((1-ethyl-1H-pyrazol-4-yl)amino)pyrimidin-4-yl)-2-((S*)-tetrahydrofuran-3-yl)-2,3,4,5-tetrahydro-1H-benzo[c]azepin-5-yl)-1,3,4-oxadiazole-2-carboxamide